CC(CCC=C(C)C)CCO The molecule is a monoterpenoid that is oct-6-ene substituted by a hydroxy group at position 1 and methyl groups at positions 3 and 7. It has a role as a plant metabolite.